Cl.NC=1C(C=C2N(C(CC3=CC(=C(C=C23)Cl)OCCCOC)C(C)(C)C)C1)=O 3-amino-6-tert-butyl-10-chloro-9-(3-methoxypropoxy)-6H,7H-pyrido[2,1-a]Isoquinoline-2-one, hydrochloride